C(#N)C1=C(CN(S(=O)(=O)C2=C(C(=C(C=C2F)F)F)F)CC(=O)N(CC2=CC(=CC(=C2)C2CC2)C2CC2)C2=CC(=C(C(=O)O)C=C2OCC)F)C=CC=C1 4-(2-(N-(2-cyanobenzyl)-2,3,4,6-tetrafluorophenylsulfonamido)-N-(3,5-dicyclopropylbenzyl)acetamido)-5-ethoxy-2-fluorobenzoic acid